FC(C(=O)O)(F)F.N[C@@H](C(=O)OC)CCC\C=C\CCCCC methyl (R,E)-2-aminododec-6-enoate trifluoroacetate